(1R,2R)-2-((6-(4-((((R)-1-(2-Chlorophenyl)ethoxy)carbonyl)amino)-3-methylisoxazol-5-yl)-2-Methylpyridin-3-yl)carbamoyl)cyclohexan ClC1=C(C=CC=C1)[C@@H](C)OC(=O)NC=1C(=NOC1C1=CC=C(C(=N1)C)NC(=O)C1CCCCC1)C